ClC=1C(=CC=C2CCC(CC12)N1CC2=C(CC1)N=C(N2)C2=C(C=CC=C2)Cl)OC2COC2 5-(8-chloro-7-(oxetan-3-yloxy)-1,2,3,4-tetrahydronaphthalen-2-yl)-2-(2-chlorophenyl)-4,5,6,7-tetrahydro-3H-imidazo[4,5-c]pyridine